BrC1=CC(=C(S1)CN1C(CCC1)=O)Cl ((5-bromo-3-chlorothien-2-yl)methyl)pyrrolidin-2-one